4-(1-(10H-phenothiazin-2-yl)ethyl)benzoic acid methyl ester COC(C1=CC=C(C=C1)C(C)C1=CC=2NC3=CC=CC=C3SC2C=C1)=O